4,5-dichloro-m-xylylene diisocyanate ClC1=C(C=C(C=C1Cl)CN=C=O)CN=C=O